NC=1C(=NC=C(C1)Br)OCCN(C(OCCCC)=O)C(C)C butyl (2-((3-amino-5-bromopyridin-2-yl)oxy)ethyl)(isopropyl)carbamate